38-hydroxyoctatriacontyl docos-13-enoate C(CCCCCCCCCCCC=CCCCCCCCC)(=O)OCCCCCCCCCCCCCCCCCCCCCCCCCCCCCCCCCCCCCCO